tert-Butyl 4-[8-fluoro-6-(8-methoxy-2-methyl-imidazo[1,2-b]pyridazin-6-yl)-2-quinolyl]piperidine-1-carboxylate FC=1C=C(C=C2C=CC(=NC12)C1CCN(CC1)C(=O)OC(C)(C)C)C=1C=C(C=2N(N1)C=C(N2)C)OC